5-{3-[1-(2-methylphenyl)ethyl]-1,2,4-oxadiazol-5-yl}-1-(propan-2-yl)-1H-1,2,3-benzotriazole CC1=C(C=CC=C1)C(C)C1=NOC(=N1)C1=CC2=C(N(N=N2)C(C)C)C=C1